6-[4-METHYL-3-(TRIFLUOROMETHYL)PYRAZOL-1-YL]-N-(1-METHYLINDAZOL-7-YL)PYRIDINE-3-SULFONAMIDE CC=1C(=NN(C1)C1=CC=C(C=N1)S(=O)(=O)NC=1C=CC=C2C=NN(C12)C)C(F)(F)F